FC(C=1OC(=NN1)C=1N=C(OC1)C)F 2-(difluoromethyl)-5-(2-methyloxazol-4-yl)-1,3,4-oxadiazole